D-Threonin N[C@H]([C@@H](O)C)C(=O)O